C1(=CC=CC=C1)OC(C1=CC(=C(C(=C1)C(C)(C)C)O)C(C)(C)C)=O.NC1CN(C=2N(C1)N=CC2C2=CC=C(C=C2)C(F)(F)F)C(C)=O 1-(6-amino-3-(4-(trifluoromethyl)phenyl)-6,7-dihydropyrazolo[1,5-a]pyrimidin-4(5H)-yl)ethan-1-one phenyl-3,5-di-tertiary butyl-4-hydroxybenzoate